ethyl 2-hydroxy-4-oxo-pyrido[1,2-a]pyrimidine-3-carboxylate OC=1N=C2N(C(C1C(=O)OCC)=O)C=CC=C2